2-(4-(3-(4-methylpiperazin-1-yl)propoxy)phenyl)ethylamine CN1CCN(CC1)CCCOC1=CC=C(C=C1)CCN